(2S)-2-amino-4-cyclopropylbutyric acid N[C@H](C(=O)O)CCC1CC1